2-(bromomethyl)-3-methyl-pyridine bromate Br(=O)(=O)O.BrCC1=NC=CC=C1C